N-(4-(6-(bis(9,9-dimethyl-9H-fluorene-2-yl)amino)-1,3,3-trimethyl-2,3-dihydro-1H-indene-1-yl)-phenyl)-N-(9,9-dimethyl-9H-fluorene-2-yl)-9,9-dimethyl-9H-fluorene-2-amine CC1(C2=CC=CC=C2C=2C=CC(=CC12)N(C1=CC=C2C(CC(C2=C1)(C)C1=CC=C(C=C1)N(C1=CC=2C(C3=CC=CC=C3C2C=C1)(C)C)C1=CC=2C(C3=CC=CC=C3C2C=C1)(C)C)(C)C)C1=CC=2C(C3=CC=CC=C3C2C=C1)(C)C)C